(5-(4,4-difluoropiperidin-1-yl)-8,9-dimethoxy-2,3-dihydroimidazo[1,2-c]quinazolin-2-yl)methanol FC1(CCN(CC1)C1=NC=2C=C(C(=CC2C=2N1CC(N2)CO)OC)OC)F